IC=1C2=C(C(N(C1)C1CCOCC1)=O)C=NN2COCC[Si](C)(C)C 7-iodo-5-(oxan-4-yl)-1-{[2-(trimethylsilyl)ethoxy]methyl}-1H,4H,5H-pyrazolo[4,3-c]pyridin-4-one